1-N-[4-(6,7-dimethylpyrido[3,2-d]pyrimidin-4-yl)oxyphenyl]-1-N'-(4-fluorophenyl)cyclopropane-1,1-dicarboxamide CC=1C(=CC=2N=CN=C(C2N1)OC1=CC=C(C=C1)NC(=O)C1(CC1)C(=O)NC1=CC=C(C=C1)F)C